CC(CC[C@@H](C(=O)OC)NC(=O)C=1C=NC(=CC1)OC1=CC(=CC=C1)OC1CC(C1)NS(=O)(=O)CCCOCCOCC#C)(C)C methyl (2S)-5,5-dimethyl-2-[[6-[3-[3-[3-(2-prop-2-ynoxyethoxy)propylsulfonylamino]cyclobutoxy]phenoxy]pyridine-3-carbonyl]amino]hexanoate